FC1=CC=C(C=C1)C(CC(=O)C1=CC=C(C=C1)F)=O 1,3-bis(4-fluorophenyl)-1,3-propanedione